8-(4-(4-(4-((2-(2,6-dioxopiperidin-3-yl)-1-oxoisoindolin-4-yl)amino)butyryl)piperazin-1-yl)piperidin-1-yl)-9-ethyl-6,6-dimethyl-11-oxo-6,11-dihydro-5H-benzo[b]carbazole-3-carbonitrile O=C1NC(CCC1N1C(C2=CC=CC(=C2C1)NCCCC(=O)N1CCN(CC1)C1CCN(CC1)C=1C(=CC2=C(C(C=3NC4=CC(=CC=C4C3C2=O)C#N)(C)C)C1)CC)=O)=O